4-(3-methacryloxypropoxy)phenylpropane (S)-tert-butyl-2-(2-(methoxymethoxy)phenyl)-6a,7,9,10-tetrahydro-5H-pyrazino[1',2':4,5]pyrazino[2,3-c]pyridazine-8(6H)-carboxylate C(C)(C)(C)OC(=O)N1C[C@H]2N(C=3C(=NN=C(C3)C3=C(C=CC=C3)OCOC)NC2)CC1.C(C(=C)C)(=O)OCCCOC1=CC=C(C=C1)CCC